CN1C=C(C=C1)C(=O)[O-] 1-methyl-1H-pyrrole-3-carboxylate